7-phenylisoindolin-1-one C1(=CC=CC=C1)C=1C=CC=C2CNC(C12)=O